BrC=1C=C2C(CNC(C2=CC1)=O)(C)NC(C(F)(F)F)=O N-(6-bromo-4-methyl-1-oxo-2,3-dihydroisoquinolin-4-yl)-2,2,2-trifluoro-acetamide